C(C)(C)(C)C=1C=C(C=C(C1O)C(C)(C)C)CCC(=O)[O-] 3-(3,5-di-tert.-butyl-4-hydroxyphenyl)propionat